C1(CC1)C=1N=NN(C1)[C@H](C(=O)N1[C@@H](C[C@H](C1)O)C(=O)NC1COC2=C1C(=CC(=C2)F)F)C(C)(C)C (2S,4r)-1-[(2S)-2-(4-cyclopropyl-triazol-1-yl)-3,3-dimethyl-butyryl]-N-(4,6-difluoro-2,3-dihydrobenzofuran-3-yl)-4-hydroxy-pyrrolidine-2-carboxamide